ClC1=CC(=NC(=N1)N1CC(OC(C1)C)C)N1CCN(CC1)C(=O)OC(C)(C)C tert-butyl 4-[6-chloro-2-(2,6-dimethylmorpholin-4-yl)pyrimidin-4-yl]piperazine-1-carboxylate